4-{[4-(5-fluoropyrimidin-2-yl)-3-methoxypyridin-2-yl]amino}-6-{[5-(2-hydroxypropan-2-yl)pyridin-2-yl]amino}-N-(2H3)methylpyridazine-3-carboxamide FC=1C=NC(=NC1)C1=C(C(=NC=C1)NC1=C(N=NC(=C1)NC1=NC=C(C=C1)C(C)(C)O)C(=O)NC([2H])([2H])[2H])OC